FC1=C(CN2[C@@H](C[C@@](CC2)(C(=O)O)CC2=NC(=CC(=C2F)C2(CC2)O)NC2=NNC(=C2)C)C)C=CC=C1F (2R,4R)-1-(2,3-difluorobenzyl)-4-((3-fluoro-4-(1-hydroxycyclopropyl)-6-((5-methyl-1H-pyrazol-3-yl)amino)pyridin-2-yl)methyl)-2-methylpiperidine-4-carboxylic acid